5-chloro-1'-[(2S)-1-[(1-methyl-1H-indazol-5-yl)oxy]propan-2-yl]-1,2-dihydrospiro[indole-3,4'-piperidin]-2-one ClC=1C=C2C(=CC1)NC(C21CCN(CC1)[C@H](COC=1C=C2C=NN(C2=CC1)C)C)=O